1-(6-chloro-2-methylpyridin-3-yl)ethan-1-one ClC1=CC=C(C(=N1)C)C(C)=O